FC(C1=CC2=C(C=N1)CNC2)(F)F 6-(trifluoromethyl)-2,3-dihydro-1H-pyrrolo[3,4-c]pyridine